COC([C@H](C[C@H]1C(NCC1)=O)NC(=O)OC(C)(C)C)=O (S)-2-((tert-butyloxycarbonyl)amino)-3-((S)-2-oxopyrrolidin-3-yl)propanoic acid methyl ester